3-(4-bromophenyl)-4,4-dimethyloxazolidin-2-one BrC1=CC=C(C=C1)N1C(OCC1(C)C)=O